BrC1=CC=C(C=C1)Br 1,4-dibromo-benzene